OCCC1(O)C(C=C(O)C=C1)CCO 1,2-di(2-hydroxyethyl)hydroquinone